1-(2,2-difluorobenzo[1,3]dioxol-5-yl)cyclopropane-1-carboxylic acid FC1(OC2=C(O1)C=CC(=C2)C2(CC2)C(=O)O)F